4-aminobutane-1,2-diol NCCC(CO)O